tert-butyl-(3S)-3-[[5-chloro-4-[6-cyano-7-fluoro-1-(2-trimethylsilylethoxymethyl)indol-3-yl]pyrimidin-2-yl]amino]piperidine C(C)(C)(C)N1C[C@H](CCC1)NC1=NC=C(C(=N1)C1=CN(C2=C(C(=CC=C12)C#N)F)COCC[Si](C)(C)C)Cl